4-((3-(methylsulfonyl)propyl)sulfonyl)phenol CS(=O)(=O)CCCS(=O)(=O)C1=CC=C(C=C1)O